3-oxo-2-(1,2-thiazol-4-yl)-6-[6-(trifluoromethyl)pyridin-3-yl]-2,3-dihydropyridazine-4-carboxylic acid ethyl ester C(C)OC(=O)C=1C(N(N=C(C1)C=1C=NC(=CC1)C(F)(F)F)C=1C=NSC1)=O